COCOC=1C=C2C(=NC1)CCO2 6-(methoxymethoxy)-2,3-dihydrofuro[3,2-b]pyridine